ONC(C(CCN1CCC(=CC1)C1=CC=C(C=C1)C#CC=1N=CN(C1)C)(S(=O)(=O)C)C)=O N-hydroxy-2-methyl-4-(4-(4-((1-methyl-1H-imidazol-4-yl)ethynyl)phenyl)-3,6-dihydropyridin-1(2H)-yl)-2-(methylsulfonyl)butanamide